C(CCC)OC1=C(C=CC=C1)N(C(\C=C\C1=CC=C(C=C1)OCC)=O)C (E)-N-(2-butoxyphenyl)-3-(4-ethoxyphenyl)-N-methylacrylamide